OC=1C(=NN(C1)C1=C(C=CC=C1)C(F)(F)F)C(=O)N1CCC(CC1)C1=C2C(=NC=C1)NC(=N2)C2CCOCC2 [4-hydroxy-1-[2-(trifluoromethyl)phenyl]pyrazol-3-yl]-[4-(2-tetrahydropyran-4-yl-3H-imidazo[4,5-b]pyridin-7-yl)-1-piperidyl]methanone